2-(2,6-dioxopiperidin-3-yl)-5-(1,4-dioxa-8-azaspiro[4.5]decan-8-yl)isoindoline-1,3-dione O=C1NC(CCC1N1C(C2=CC=C(C=C2C1=O)N1CCC2(OCCO2)CC1)=O)=O